(Z)-N'-(5-bromo-3,6-dichloropyridin-2-yl)-N,N-dimethylmethanimidamide BrC=1C=C(C(=NC1Cl)\N=C/N(C)C)Cl